ClC=1C(=C2C(=NC1)NC(=N2)C2=CC=C(C=C2)N2CCN(CC2)CC=2C=NC=CC2)N[C@@H]2CN(CC2)CC2=CC=C(C=C2)OC 6-Chloro-N-[(3S)-1-(4-methoxybenzyl)pyrrolidin-3-yl]-2-{4-[4-(pyridin-3-ylmethyl)piperazin-1-yl]phenyl}-3H-imidazo[4,5-b]pyridin-7-amine